(4-bromophenyl)boranediol BrC1=CC=C(C=C1)B(O)O